5-pyrrolidin-1-ylsulfonylquinolin-8-ol N1(CCCC1)S(=O)(=O)C1=C2C=CC=NC2=C(C=C1)O